methyl ((2R,3S)-3-(benzoyloxy)-5-oxotetrahydrofuran-2-yl)benzoate C(C1=CC=CC=C1)(=O)O[C@@H]1[C@H](OC(C1)=O)C1=C(C(=O)OC)C=CC=C1